N-(3-amino-2-chloro-4-fluorophenyl)-N-((2-(trimethylsilyl)ethoxy)methyl)propane-1-sulfonamide NC=1C(=C(C=CC1F)N(S(=O)(=O)CCC)COCC[Si](C)(C)C)Cl